ClC=1C=C2CCN([C@H](C2=C(C1)Cl)C)C(=O)[C@H]1CN(CCO1)C=1C2=C(C=NC1)N=C(O2)C ((S)-6,8-dichloro-1-methyl-3,4-dihydroisoquinolin-2(1H)-yl)((R)-4-(2-methyloxazolo[4,5-c]pyridin-7-yl)morpholin-2-yl)methanone